CC1=CC(=NN1C1=NC(=CC=C1C(C(F)(F)F)=O)N1C=NC2=C1C=C(C=C2)NC=2N=NC(=CC2)C)C#N 5-methyl-1-[6-[6-[(6-methylpyridazin-3-yl)amino]benzimidazol-1-yl]-3-(2,2,2-trifluoroacetyl)-2-pyridyl]pyrazole-3-carbonitrile